FC=1C=CC(=C(C1)C1=NN=C(O1)[C@@H]1CC12CCN(CC2)S(=O)(=O)N)C (1R)-1-[5-(5-fluoro-2-methylphenyl)-1,3,4-oxadiazol-2-yl]-6-azaspiro[2.5]octane-6-sulfonamide